5-bromo-1-(4-fluorophenyl)-6-methyl-2-oxo-1,2-dihydropyridine-3-carboxylic acid methyl ester COC(=O)C=1C(N(C(=C(C1)Br)C)C1=CC=C(C=C1)F)=O